N(C)CC(=O)O.C(CCCCCCCCCCC)[Na] dodecyl-sodium sarcosinate